((2-(4-(4-chloro-2-fluorophenyl)piperidin-1-yl)benzyl)sulfinyl)-N,N-dimethylbenzenesulfonamide ClC1=CC(=C(C=C1)C1CCN(CC1)C1=C(CS(=O)C2=C(C=CC=C2)S(=O)(=O)N(C)C)C=CC=C1)F